[Co].C(C)(C)(C)C#C (t-butylacetylene) cobalt